N-(3-chloro-4-methoxyphenyl)-4-(2-oxo-4-{1H,4H,5H,6H-pyrrolo[3,4-c]pyrazol-5-yl}-2,3-dihydro-1H-1,3-benzodiazol-1-yl)piperidine-1-carboxamide ClC=1C=C(C=CC1OC)NC(=O)N1CCC(CC1)N1C(NC2=C1C=CC=C2N2CC=1NN=CC1C2)=O